(6-Fluorochroman-3-yl)(1-(2-hydroxyethyl)-6-(3-isopropyl-1H-pyrazol-4-yl)-1H-indazol-3-yl)methanone FC=1C=C2CC(COC2=CC1)C(=O)C1=NN(C2=CC(=CC=C12)C=1C(=NNC1)C(C)C)CCO